2-(5-bromo-4-methyl-1H-benzotriazol-1-yl)-N,N-dimethylethanamine BrC1=C(C2=C(N(N=N2)CCN(C)C)C=C1)C